(3,3-dimethylpiperazin-1-yl)-4-ethoxy-N-(7-fluoro-2-methyl-2H-indazol-5-yl)pyrimidine-5-carboxamide CC1(CN(CCN1)C1=NC=C(C(=N1)OCC)C(=O)NC1=CC2=CN(N=C2C(=C1)F)C)C